6-Chloro-N-(3-chloro-4-(trifluoromethyl)phenyl)-3,4-dihydroisoquinoline ClC=1C=C2CCN(CC2=CC1)C1=CC(=C(C=C1)C(F)(F)F)Cl